4-[8-(4-chloro-phenyl)-3-hydroxy-quinolin-2-yl]-4-oxo-butyric acid ethyl ester C(C)OC(CCC(=O)C1=NC2=C(C=CC=C2C=C1O)C1=CC=C(C=C1)Cl)=O